C1(CCC1)C[C@H]1C[C@H](N(C1)C([C@@H](CC(C)C)O)=O)C(=O)N[C@@H](C[C@H]1C(NCC1)=O)C(COC(F)(F)F)=O (2S,4S)-4-(cyclobutylmethyl)-1-((R)-2-hydroxy-4-methylpentanoyl)-N-((S)-3-oxo-1-((S)-2-oxopyrrolidin-3-yl)-4-(trifluoromethoxy)butan-2-yl)pyrrolidine-2-carboxamide